COC=1C=2N(C=C(C1)C(=O)OC)N=C(N2)C methyl 8-methoxy-2-methyl-[1,2,4]triazolo[1,5-a]pyridine-6-carboxylate